C(C)(C)(C)OC(=O)N1C[C@@H](CCC1)C=1NC2=C(C=NC=3C=C(C=CC23)Br)N1.NC1=CC=C(C=C1)[Si](CC)(CC)C1=CC=C(C=C1)N bis-(4-aminophenyl)diethylsilane tert-Butyl-(R)-3-(7-bromo-1H-imidazo[4,5-c]quinolin-2-yl)piperidine-1-carboxylate